6,7-Dimethoxy-8-(2-methoxyphenyl)-2-(3-(pyridin-4-yl)propyl)-1,2,3,4-tetrahydroisochinolin COC=1C=C2CCN(CC2=C(C1OC)C1=C(C=CC=C1)OC)CCCC1=CC=NC=C1